(ethyl [[1-[(dimethylamino)carbonyl]]-3-(1,1-dimethylethyl)-1H-1,2,4-triazol-5-yl]thio)acetate C(C)CC(C)(C)C1=NN(C(=N1)SCC(=O)[O-])C(=O)N(C)C